1-(4-(2,4-Dioxotetrahydropyrimidin-1(2H)-yl)-3-fluorophenyl)piperidine-4-carbaldehyde O=C1N(CCC(N1)=O)C1=C(C=C(C=C1)N1CCC(CC1)C=O)F